2-(3H-[1,2,3]triazolo[4,5-b]pyridin-3-yl)-1,1,3,3-tetramethylisouronium tetrafluoroborate F[B-](F)(F)F.N1=NN(C2=NC=CC=C21)OC(N(C)C)=[N+](C)C